C(C=C)C1=C(C(=C(C(=C1F)F)F)F)F 1-allyl-2,3,4,5,6-pentafluorobenzene